fluoro-2-(trifluoromethyl)-(αr)-phenylacetic acid F[C@@H](C(=O)O)C1=C(C=CC=C1)C(F)(F)F